(S)-N-(1-((4-(2-(tert-butyl)-4-(3-((2,6-difluorophenyl)sulfonamido)-2-fluorophenyl)thiazol-5-yl)pyrimidin-2-yl)amino)propan-2-yl)-3-((tert-butyldimethylsilyl)oxy)propanamide C(C)(C)(C)C=1SC(=C(N1)C1=C(C(=CC=C1)NS(=O)(=O)C1=C(C=CC=C1F)F)F)C1=NC(=NC=C1)NC[C@H](C)NC(CCO[Si](C)(C)C(C)(C)C)=O